FC1=C(C=CC=C1)C=1N=C(OC1)[C@@H]1C([C@H]1C1=CC=C(C=C1)S(=O)(=O)N)(C)C 4-{(1S,3S)-3-[4-(2-fluorophenyl)-1,3-oxazol-2-yl]-2,2-dimethylcyclopropyl}benzenesulfonamide